CN1C(=CC=C1)CNCC1=CC=NC=C1 1-(1-Methyl-1H-pyrrol-2-yl)-N-(pyridin-4-ylmethyl)methanamine